3-methyl-3-{[2-(pyridin-4-yl)-1,7-naphthyridin-4-yl]amino}butan-1-ol CC(CCO)(C)NC1=CC(=NC2=CN=CC=C12)C1=CC=NC=C1